CC1=NOC(=C1C1=CC=C2C=3N([C@H](COC31)C3=NC=CC=C3)C(=N2)N2CCN(CCC2)C(CC)=O)C (4S)-7-(3,5-dimethylisoxazol-4-yl)-2-(4-propionyl-1,4-diazepan-1-yl)-4-pyridin-2-yl-4,5-dihydroimidazo[1,5,4-de][1,4]benzoxazine